P(=O)(O)(O)CON[C@@H](CC)C(=O)CC=1C(NC(NC1)=O)=O phosphonomethoxydeoxythreonyl-thymine